BrC1=C(C=C2C(=C(C(=NC2=C1F)SC)I)N(C1C2CN(C1C2)C(=O)OC(C)(C)C)C(=O)OC(C)(C)C)CCC#N tert-Butyl (endo)-5-((7-bromo-6-(2-cyanoethyl)-8-fluoro-3-iodo-2-(methylthio)quinolin-4-yl)(tert-butoxycarbonyl)amino)-2-azabicyclo[2.1.1]hexane-2-carboxylate